4-iodo-6-methylpyridin-3-ol IC1=C(C=NC(=C1)C)O